N-(1-(6,7-difluoro-4-oxo-3,4-dihydrophthalazin-1-yl)ethyl)-N-methyl-1H-indole-2-carboxamide FC=1C=C2C(NN=C(C2=CC1F)C(C)N(C(=O)C=1NC2=CC=CC=C2C1)C)=O